C(#N)C1=NC=CC(=N1)C=1CCN(CC1)C(=O)OC(C)(C)C tert-butyl 4-(2-cyanopyrimidin-4-yl)-3,6-dihydropyridine-1(2H)-carboxylate